ClC=1C=C(C=C(C1)Cl)C1=CNC(=C1)C=1SC=CC1 3-(3,5-Dichlorophenyl)-5-(thiophen-2-yl)-1H-pyrrol